β-D-fructofuranosyl-(2→6)-β-D-fructofuranosyl-(2→6)-β-D-fructofuranosyl-(2→6)-β-D-fructofuranosyl-(2→5)-α-L-sorbopyranose OC[C@@]1([C@@H](O)[C@H](O)[C@H](O1)CO)OC[C@@H]1[C@H]([C@@H]([C@@](CO)(O1)OC[C@@H]1[C@H]([C@@H]([C@@](CO)(O1)OC[C@@H]1[C@H]([C@@H]([C@@](CO)(O1)O[C@@H]1[C@H]([C@@H]([C@](CO)(O)OC1)O)O)O)O)O)O)O)O